C(#N)[C@]12CCC=3N(C=4C=CC=CC4C3C1=NCCC2)C(=O)OC(C)(C)C tert-butyl (R)-4a-Cyano-2,3,4,4a,5,6-hexahydro-7H-pyrido[3,2-c]carbazole-7-carboxylate